5-((2-(2-([1,2,4]triazolo[4,3-a]pyridin-7-yl)ethyl)-2-azaspiro[3.3]heptan-6-yl)oxy)-8-chloro-2-methylisoquinolin-1(2H)-one N=1N=CN2C1C=C(C=C2)CCN2CC1(C2)CC(C1)OC1=C2C=CN(C(C2=C(C=C1)Cl)=O)C